CC1=NC=CC=C1C1=NC=C(C=C1)S(=O)(=O)NC=1C=CC=C2C=NN(C12)C 2'-METHYL-N-(1-METHYLINDAZOL-7-YL)-[2,3'-BIPYRIDINE]-5-SULFONAMIDE